CC([C@@H](C)NC1CCCC=2C3=CC(=CC=C3NC12)C=1C=C2CNCC2=CC1)C 5-(1-(((R)-3-methylbutan-2-yl)amino)-2,3,4,9-tetrahydro-1H-carbazol-6-yl)isoindolin